2,2-difluoro-2-(3-(2-isopropoxyethoxy)phenyl)acetic acid FC(C(=O)O)(C1=CC(=CC=C1)OCCOC(C)C)F